ClC1=CC=C(C=C1)[C@@H]1N(C(CC2=CC(=C(C=C12)OC(C)C)OC)=O)C1=CC=C(C=C1)N(CC1CCC(CC1)=O)C (1S)-1-(4-chlorophenyl)-7-isopropoxy-6-methoxy-2-[4-[methyl-[(4-oxocyclohexyl)methyl]amino]phenyl]-1,4-dihydroisoquinolin-3-one